2-(4-((4-(ethoxymethyl)-4-phenethylpiperidin-1-yl)methyl)phenyl)thiazole hydrochloride Cl.C(C)OCC1(CCN(CC1)CC1=CC=C(C=C1)C=1SC=CN1)CCC1=CC=CC=C1